3-[3-[[1-[5-[4,6-difluoro-1-(2-trimethylsilylethoxymethyl)indol-5-yl]oxy-2-fluoro-phenyl]-5-(2-oxopyrrolidin-1-yl)pyrazol-3-yl]methyl]phenyl]propanoic acid FC1=C2C=CN(C2=CC(=C1OC=1C=CC(=C(C1)N1N=C(C=C1N1C(CCC1)=O)CC=1C=C(C=CC1)CCC(=O)O)F)F)COCC[Si](C)(C)C